5-[(tert-butoxy)carbonyl]-1H,4H,5H,6H,7H-pyrazolo[4,3-c]pyridine-3-carboxylic acid C(C)(C)(C)OC(=O)N1CC2=C(CC1)NN=C2C(=O)O